(1-acetylazetidin-3-yl)-6-ethylquinoline-8-carboxamide C(C)(=O)N1CC(C1)C1=NC2=C(C=C(C=C2C=C1)CC)C(=O)N